C(C)(C)P(NC1=NC(=NC(=N1)NP(C(C)C)C(C)C)NC1CC1)C(C)C N2,N4-Bis(diisopropylphosphino)-6-cyclopropylamino-1,3,5-triazine-2,4-diamine